CS(=O)(=O)NC1=CC=C(C=C1)[C@H]1N(C[C@@H](CC1)C)C(C(=O)NC=1C=C(C=NC1)C(=O)N)=O 5-[[2-[(2S,5R)-2-[4-(methanesulfonamido)phenyl]-5-methyl-1-piperidyl]-2-oxo-acetyl]amino]pyridine-3-carboxamide